N1=CC=C(C=C1)NC1=C(C(=NN1)C1=CC=C(C=C1)NC(=O)NC1=CC=C(C=C1)OC(F)(F)F)C(=O)N 5-(pyridin-4-ylamino)-3-(4-(3-(4-(trifluoromethoxy)phenyl)ureido)phenyl)-1H-pyrazole-4-carboxamide